(2-cyclopropyl-4-((1-(6-(trifluoromethyl)pyridin-3-yl)piperidin-4-yl)methoxy)pyrimidin-5-yl)methanol C1(CC1)C1=NC=C(C(=N1)OCC1CCN(CC1)C=1C=NC(=CC1)C(F)(F)F)CO